The molecule is a member of the class of chalcones that is trans-chalcone substituted by hydroxy groups at positions 2, 4, 2' and 4', a methoxy group at position 6' and a 5-hydroxy-5-methyl-2-(prop-1-en-2-yl)hexyl group at position 3 respectively. It has a role as a plant metabolite. It is a member of chalcones, a member of resorcinols and a monomethoxybenzene. It derives from a trans-chalcone. CC(=C)C(CCC(C)(C)O)CC1=C(C(=C(C=C1O)OC)C(=O)/C=C/C2=C(C=C(C=C2)O)O)O